4-{[(1S)-1-(2,3-difluorophenyl)ethyl]amino}-2-[(6-methoxy-2-methyl-1,2,3,4-tetrahydroisoquinolin-7-yl)amino]pyrimidine-5-carboxamide FC1=C(C=CC=C1F)[C@H](C)NC1=NC(=NC=C1C(=O)N)NC1=C(C=C2CCN(CC2=C1)C)OC